4-(tert-Butyl-dimethyl-silanyloxymethyl)-6-{[2-(3H-imidazol-4-yl)-ethylamino]-methyl}-pyridine-2-carboxylic acid methyl ester COC(=O)C1=NC(=CC(=C1)C(O[SiH2]C(C)(C)C)(C)C)CNCCC=1NC=NC1